FC(OC1=NC=CC(=C1)CNC(=O)N[C@H]1[C@@H](C1)C1OCCC1)F |r| 1-[[2-(difluoromethoxy)pyridin-4-yl]methyl]-3-[rac-(1R,2R)-2-(oxolan-2-yl)cyclopropyl]urea